cyanamide silicon carbon [C].[Si].N#CN